OC[C@@H]1N([C@H]2C[C@@H]([C@@H]1C2)OC(F)(F)F)C(=O)OC(C)(C)C tert-butyl (1R,3R,4R,5S)-3-(hydroxymethyl)-5-(trifluoromethoxy)-2-azabicyclo[2.2.1]heptane-2-carboxylate